4-[[2-(5-chloro-2-hydroxy-phenyl)acetyl]amino]-N-(1,1-dimethylbutyl)pyridine-2-carboxamide Glyceryl-Linoleat Citrat C(CC(O)(C(=O)O)CC(=O)O)(=O)O.C(C(O)CO)OC(CCCCCCC\C=C/C\C=C/CCCCC)=O.ClC=1C=CC(=C(C1)CC(=O)NC1=CC(=NC=C1)C(=O)NC(CCC)(C)C)O